ClC=1C(=CC2=C(C[C@@](O2)([C@H]2NCCC2)C2=CC=CC=C2)C1C=1C(=CC2=C(OCC=3N2C=NN3)C1F)C(=O)N)F (S)-7-((S)-5-Chloro-6-fluoro-2-phenyl-2-((S)-pyrrolidin-2-yl)-2,3-dihydrobenzofuran-4-yl)-6-fluoro-4H-benzo[b][1,2,4]triazolo[4,3-d][1,4]oxazine-8-carboxamide